benzyl (2R,5R)-5-benzyloxyaminopiperidine-2-carboxylate oxalate C(C(=O)O)(=O)O.C(C1=CC=CC=C1)ON[C@@H]1CC[C@@H](NC1)C(=O)OCC1=CC=CC=C1